ClC1=C(C=CC=C1Cl)N1CCN(CC1)CCCCOC1=CC=C2CCC(NC2=C1)=O 7-[4-[4-(2,3-dichlorophenyl)-1-piperazinyl]butoxy]-3,4-dihydroquinolone